ClC1=CC(=NC(=C1O)Cl)C(=O)NC1=C2C(N(C=NC2=CC=C1)[C@H]1[C@@H](CC1)C1=CC=CC=C1)=O |r| rac-4,6-dichloro-5-hydroxy-N-(4-oxo-3-((1R,2S)-2-phenylcyclobutyl)-3,4-dihydroquinazolin-5-yl)picolinamide